(R)-6-((benzyloxy)methyl)dihydro-2H-pyran-3(4H)-one C(C1=CC=CC=C1)OC[C@H]1CCC(CO1)=O